C(C1=CC=CC=C1)OC=1C(C(=CN2N3[C@H](C=C[C@@H](N(C(C21)=O)C3)C)C)C(=O)NCC3=C(C=C(C=C3)F)F)=O (1S,2S,5S)-8-(benzyloxy)-N-(2,4-difluorobenzyl)-2,5-dimethyl-7,9-dioxo-2,5,7,9-tetrahydro-1,6-methanopyrido[1,2-b][1,2,5]triazonine-10-carboxamide